ClC1=NN=CC(N1C)=O 3-chloro-4-methyl-1,2,4-triazin-5-one